CC=1N=C(C2=C(N1)CCO2)NC2CCC(CC2)CS(=O)(=O)[O-] [4-[(2-methyl-6,7-dihydrofuro[3,2-d]pyrimidin-4-yl)amino]cyclohexyl]methanesulfonate